FC1(CCN(CC1)C1=C2C(=NC(=C1)N1[C@@H](COCC1)C)C(=NS2)C2=CC(=NN2C2OCCCC2)C)F (3R)-4-[7-(4,4-difluoropiperidin-1-yl)-3-[3-methyl-1-(oxan-2-yl)-1H-pyrazol-5-yl]-[1,2]thiazolo[4,5-b]pyridin-5-yl]-3-methylmorpholine